2-[3-(3-fluorophenyl)ureido]-4-fluoro-N-(2-hydroxy-ethyl)benzamide FC=1C=C(C=CC1)NC(NC1=C(C(=O)NCCO)C=CC(=C1)F)=O